3-((5-(aminomethyl)-1-(3-(methylsulfonyl)propyl)-1H-indol-2-yl)methyl)-5-fluoro-1-(oxetan-3-yl)-1,3-dihydro-2H-benzo[d]imidazol-2-one NCC=1C=C2C=C(N(C2=CC1)CCCS(=O)(=O)C)CN1C(N(C2=C1C=C(C=C2)F)C2COC2)=O